tert-butyl N-methyl-N-[3-[5-methyl-7-(4,4,5,5-tetramethyl-1,3,2-dioxaborolan-2-yl)benzimidazol-1-yl]propyl]carbamate CN(C(OC(C)(C)C)=O)CCCN1C=NC2=C1C(=CC(=C2)C)B2OC(C(O2)(C)C)(C)C